FC=1C=C(C=CC1OC)S(/C=C/CNC(=O)C=1C(NC=2CCCCC2C1)=O)(=NC1=CC=CC=C1)=O N-[(2E)-3-[(3-fluoro-4-methoxyphenyl)(oxo)(phenylimino)-λ6-sulfanyl]prop-2-en-1-yl]-2-oxo-1,2,5,6,7,8-hexahydroquinoline-3-carboxamide